(2-Hydroxy-3-(2-hydroxyethyl)-5-isopropyl-4-(methoxymethoxy)phenyl)(isoindolin-2-yl)methanone OC1=C(C=C(C(=C1CCO)OCOC)C(C)C)C(=O)N1CC2=CC=CC=C2C1